ClC1=NC(=CC(=N1)C(=O)OC)C(=C)OCC methyl 2-chloro-6-(1-ethoxyvinyl)pyrimidine-4-carboxylate